FC=1C=C(OC=2C=C(C(=O)O)C=C(C2)NC2=C(C=NC3=CC(=CC(=C23)F)C=2C(=NC(=NC2)OC)OC)NS(=O)(=O)C(C)C)C=C(C1)F 3-(3,5-difluorophenoxy)-5-((7-(2,4-dimethoxypyrimidin-5-yl)-5-fluoro-3-(N-isopropylsulfonylamino)quinolin-4-yl)amino)benzoic acid